N1(CCC1)C[C@H]([C@H](O)C1=CC(=C(C=C1)OC1CC1)Cl)NC(=O)[C@H]1CN(CC1)C1=CC2=CC=CC=C2C=C1 (R)-N-((1R,2R)-3-(azetidin-1-yl)-1-(3-chloro-4-cyclopropoxyphenyl)-1-hydroxypropan-2-yl)-1-(naphthalen-2-yl)pyrrolidine-3-carboxamide